C(CCCCC)N(C1=CC=CC2=CC=CC=C12)C1=CC=CC=C1 hexylphenyl-α-naphthylamine